C(N)(OCC1=CCC2=CC=CC=C12)=O Inden-3-ylmethyl carbamate